COCOC=1C(=CC2=CN(N=C2C1)C)C=1C=CC=2N=C(N=CC2N1)C1CCN(C2(CC2)C1)C(=O)OC(C)(C)C tert-butyl 7-{6-[6-(methoxymethoxy)-2-methylindazol-5-yl]pyrido[3,2-d]pyrimidin-2-yl}-4-azaspiro[2.5]octane-4-carboxylate